3-[[4-[(E)-3-(3-Hydroxy-4-methoxyphenyl)prop-2-enoyl]phenyl]sulfonylamino]propanoic acid OC=1C=C(C=CC1OC)/C=C/C(=O)C1=CC=C(C=C1)S(=O)(=O)NCCC(=O)O